BrC=1C=C(C=CC1)N1N=C(C2=C1N(C([C@@H]([C@@H]2C2=CC=C(C=C2)F)NC(C2=CC(=CC=C2)C(F)(F)F)=O)=O)CC)C(=O)N2[C@@H](CCC2)C#N |&1:14,15| N-((4RS,5RS)-1-(3-bromophenyl)-3-((2S)-2-cyanopyrrolidine-1-carbonyl)-7-ethyl-4-(4-fluorophenyl)-6-oxo-4H,5H-pyrazolo(3,4-b)pyridin-5-yl)-3-(trifluoromethyl)benzamide